1-methyl-4-(2-methyl-1-oxoisoindolin-5-yl)imidazo[1,2-a]quinoxaline-7-carboxylic acid CC1=CN=C2N1C1=CC=C(C=C1N=C2C=2C=C1CN(C(C1=CC2)=O)C)C(=O)O